C=1(C(=CC=C2C3=CC=CC=C3CC12)N)N fluorene-diamine